dipropoxydodecenyl decoxymethyl ether C(CCCCCCCCC)OCOC=CCCCCCCCCCC(OCCC)OCCC